CCC(CCCCCCC[C@@H]1CC[C@H]([C@H](N1)CO)O)O The molecule is a piperidine alkaloid that is a hydroxypiperidine with a hydroxy group at position C-3, a hydroxymethyl group at C-2, and an 8-hydroxydecyl group at C-6. It has a role as a metabolite. It is a hydroxypiperidine and a piperidine alkaloid.